N-(2,4-difluoro-3-(5-(6-thiomorpholinopyrid-3-yl)-1H-pyrrolo[2,3-b]pyridine-3-carbonyl)phenyl)-3,3,3-trifluoropropane-1-sulfonamide FC1=C(C=CC(=C1C(=O)C1=CNC2=NC=C(C=C21)C=2C=NC(=CC2)N2CCSCC2)F)NS(=O)(=O)CCC(F)(F)F